O-isopropylhydroxylamine hydrogen chloride Cl.C(C)(C)ON